(S)-5,5-dimethyl-1-((2-((tetrahydrofuran-3-yl)amino)pyridin-4-yl)methyl)-3-(4-(1-(trifluoromethyl)cyclopropyl)phenyl)imidazolidine-2,4-dione CC1(C(N(C(N1CC1=CC(=NC=C1)N[C@@H]1COCC1)=O)C1=CC=C(C=C1)C1(CC1)C(F)(F)F)=O)C